BrC1=C2CCC(C2=CC(=C1)F)O 4-bromo-6-fluoro-2,3-dihydro-1H-inden-1-ol